(1RS,3SR)-3-((1H-1,2,4-Triazol-1-yl)methyl)-5'-bromo-4'-chloro-1',2'-dihydrospiro[cyclopentane-1,3'-pyrrolo[2,3-b]pyridin]-3-ol N1(N=CN=C1)C[C@]1(C[C@]2(CNC3=NC=C(C(=C32)Cl)Br)CC1)O |r|